Methyl (2S,4R)-4-(difluoromethoxy)-1-((7-methyldibenzo[b,d]furan-2-carbonyl)glycyl)pyrrolidine-2-carboxylate FC(O[C@@H]1C[C@H](N(C1)C(CNC(=O)C1=CC2=C(OC3=C2C=CC(=C3)C)C=C1)=O)C(=O)OC)F